2-(2-((3R,4R)-3-Amino-4-fluoropiperidin-1-yl)-5,6-difluoro-1H-benzo[d]imidazol-1-yl)-N-(1-cyanopropan-2-yl)-N-methylacetamid N[C@@H]1CN(CC[C@H]1F)C1=NC2=C(N1CC(=O)N(C)C(CC#N)C)C=C(C(=C2)F)F